FC=1C=CC=2C(=C(SN2)N2CCC(CC2)N)C1 1-(5-fluoro-2,1-benzothiazol-3-yl)piperidin-4-amine